NCC(=O)OC(C)(C)C Tert-Butyl Glycinate